ClC=1C(=C(NC2=C(NC3=C2C(NCC3)=O)C3=C(C=NC=C3)OC[C@H]3N(CCC3)C(=O)OCCCC)C=CC1)OC butyl (2S)-2-[({4-[3-(3-chloro-2-methoxyanilino)-4-oxo-4,5,6,7-tetrahydro-1H-pyrrolo[3,2-c]pyridin-2-yl]pyridin-3-yl}oxy)methyl]pyrrolidine-1-carboxylate